2'-oxo-1',2'-dihydrospiro[cyclohexane-1,3'-pyrrolo[2,3-b]pyridine] O=C1C2(C=3C(=NC=CC3)N1)CCCCC2